Tert-Butyl N-[2-[2-bromo-N-(1-phenylcyclopropyl)acetamido]ethyl]carbamate BrCC(=O)N(C1(CC1)C1=CC=CC=C1)CCNC(OC(C)(C)C)=O